COC1=CC=C(C(=N1)C)NC(C1=C(N=CC(=C1)C(F)(F)F)NC1=C(C(=CC=C1)C(F)(F)F)C)=O N-(6-methoxy-2-methylpyridin-3-yl)-2-((2-methyl-3-(trifluoromethyl)phenyl)amino)-5-(trifluoromethyl)nicotinamide